N1(CCNCCC1)C1=NC=C(C(=N1)N1CC(C1)C(=O)NC(C)(C)C1=CN=C2N1C=CC=C2)F 1-[2-(1,4-diazepan-1-yl)-5-fluoropyrimidin-4-yl]-N-(2-{imidazo[1,2-a]pyridin-3-yl}propan-2-yl)azetidine-3-carboxamide